N1=CC(=CC=C1CN[C@@H]1COCC[C@H]1OC)C1=CC=NC=C1 (3R,4R)-N-([3,4'-bipyridin]-6-ylmethyl)-4-methoxytetrahydro-2H-pyran-3-amine